C(C)(C)(C)[C@@H]1CC=2C=C3C(=NC2CC1)SC(=C3)C(=O)N[C@H](CC[NH+]3CCC(CC3)C(F)F)C3=CC=C(C=C3)C3=CNC(C=C3)=O (6S)-6-tert-butyl-N-[(1R)-3-[4-(difluoromethyl)piperidin-1-ium-1-yl]-1-[4-(6-oxo-1H-pyridin-3-yl)phenyl]propyl]-5,6,7,8-tetrahydrothieno[2,3-b]quinoline-2-carboxamide